(4-fluorophenyl)-N-[4-methyl-3-[[3-(9-tetrahydropyran-2-ylpurin-6-yl)-2-pyridyl]amino]phenyl]pyrrole-2-carboxamide FC1=CC=C(C=C1)C1=C(NC=C1)C(=O)NC1=CC(=C(C=C1)C)NC1=NC=CC=C1C1=C2N=CN(C2=NC=N1)C1OCCCC1